2-bromo-N-(5-bromo-6-methylpyridin-2-yl)-5-(4H-1,2,4-triazol-4-yl)benzamide BrC1=C(C(=O)NC2=NC(=C(C=C2)Br)C)C=C(C=C1)N1C=NN=C1